alpha-Naphthylsulfonat C1(=CC=CC2=CC=CC=C12)S(=O)(=O)[O-]